1-Cyanoethyl-2-methylimidazole C(#N)C(C)C=1N=C(NC1)C